6-(2-fluoro-4-(1-methyl-1H-pyrazol-4-yl)benzyl)-N-((1S,2S)-2-hydroxycyclopentyl)-5-oxo-5,6-dihydro-1,6-naphthyridine-8-carboxamide FC1=C(CN2C(C=3C=CC=NC3C(=C2)C(=O)N[C@@H]2[C@H](CCC2)O)=O)C=CC(=C1)C=1C=NN(C1)C